OC(C(=O)OCCC)(C)C n-propyl α-hydroxyisobutyrate